O1CCC(CC1)OCCO 2-(oxacyclohex-4-yloxy)ethan-1-ol